NITROUS OXID N#[N+][O-]